CN(CCOC=1C=C2C=C(NC2=CC1)C(=O)O)C 5-(2-(dimethylamino)ethoxy)-1H-indole-2-carboxylic acid